4-(2E-Nonoyl)phenethylamine C(CCCCCCCC)(=O)C1=CC=C(CCN)C=C1